C(C)(C)(C)OC(=O)N1[C@@H](CN(CC1)C=1C2=C(N=C(N1)Cl)N=C(C=C2)C2=CC=CC1=CC=CC(=C21)Cl)C (2R)-4-[2-chloro-7-(8-chloronaphthalen-1-yl)pyrido[2,3-d]Pyrimidin-4-yl]-2-methylpiperazine-1-carboxylic acid tert-butyl ester